CC(CN1CCN(CCC1=O)C(=O)OC(C)(C)C)C tert-butyl 4-(2-methylpropyl)-5-oxo-1,4-diazepane-1-carboxylate